6,6-Dimethyl-8-(pyrimidin-2-yloxy)-6H-benzo[b]naphtho[2,3-d]furan-11-one CC1(C2=CC(=CC=C2C(C=2C3=C(OC21)C=CC=C3)=O)OC3=NC=CC=N3)C